5-(5-(1-isopropyl-6-oxo-1,6-dihydropyridazin-3-yl)pyridin-3-yl)-1-methylindolin-2-one C(C)(C)N1N=C(C=CC1=O)C=1C=C(C=NC1)C=1C=C2CC(N(C2=CC1)C)=O